N4-hydroxy-5-hydroxycytidine ONC1=NC(N([C@H]2[C@H](O)[C@H](O)[C@@H](CO)O2)C=C1O)=O